CC([C@@H](C(N1[C@@H](CCC1)C(=O)N1C[C@@H](OCC1)C1=CC=CC=C1)=O)NC(=O)C=1C=C2C=CC(=CC2=CC1)C(F)(F)P(O)(O)=O)(C)C ((6-(((S)-3,3-dimethyl-1-oxo-1-((S)-2-((S)-2-phenylmorpholine-4-carbonyl)pyrrolidin-1-yl)butan-2-yl)carbamoyl)naphthalen-2-yl)difluoromethyl)phosphonic acid